(R)-N-(3-chloro-4-(4-prolylpiperazine-1-carbonyl)phenyl)-5-(1-cyclopropyl-3-(trifluoromethyl)-1H-pyrazol-4-yl)-1-methyl-1H-imidazole-2-carboxamide hydrochloride Cl.ClC=1C=C(C=CC1C(=O)N1CCN(CC1)C([C@@H]1NCCC1)=O)NC(=O)C=1N(C(=CN1)C=1C(=NN(C1)C1CC1)C(F)(F)F)C